2-fluoro-4-methyl-N-(4-((4-methyl-3-oxopiperazin-1-yl)methyl)-3-(trifluoromethyl)phenyl)benzamide FC1=C(C(=O)NC2=CC(=C(C=C2)CN2CC(N(CC2)C)=O)C(F)(F)F)C=CC(=C1)C